O=S1(CC2(C1)CN(C2)C(=O)N2CC(C2)C2=CC=C(C=C2)C2(CC2)C(F)(F)F)=O (2,2-dioxo-2lambda6-thia-6-azaspiro[3.3]heptan-6-yl)-[3-[4-[1-(trifluoromethyl)cyclopropyl]phenyl]azetidin-1-yl]methanone